N-((S)-6-fluoro-1,3-dihydrospiro[indene-2,4'-piperidin]-1-yl)-2-methylpropane-2-sulfinamide FC1=CC=C2CC3(CCNCC3)[C@@H](C2=C1)NS(=O)C(C)(C)C